ClC1=NC2=C(N1CC1=NC=C(C#N)C=C1)C=C(C(=C2)Cl)C 6-((2,5-dichloro-6-methyl-1H-benzo[d]imidazol-1-yl)methyl)nicotinonitrile